CC=1C=CC=2N(C3=CC=C(C=C3C2C1)C)C1=CC=C(C=C1)C1=C(C(=C(C(=C1C#N)C1=CC=NC=C1)C1=CC=C(C=C1)N1C2=CC=CC=C2C=2C=C(C=CC12)C)C1=CC=C(C=C1)N1C2=CC=CC=C2C=2C=C(C=CC12)C)C1=CC=C(C=C1)N1C2=CC=CC=C2C=2C=C(C=CC12)C 4''-(3,6-dimethyl-9H-carbazol-9-yl)-4-(3-methyl-9H-carbazol-9-yl)-5',6'-bis(4-(3-methyl-9H-carbazol-9-yl)phenyl)-4'-(pyridin-4-yl)-[1,1':2',1''-terphenyl]-3'-carbonitrile